5-((4-(3,3-difluoroazetidine-1-carbonyl)benzyl)oxy)-2-((5-fluoroisoindolin-2-yl)methyl)-4H-pyran-4-one FC1(CN(C1)C(=O)C1=CC=C(COC=2C(C=C(OC2)CN2CC3=CC=C(C=C3C2)F)=O)C=C1)F